COC1=C(C=C(C=N1)C1=CC=C2C(=NNC2=C1)C(=O)NC)C(NC1CC(CCC1)C(=O)N1CCCC1)=O 6-(6-methoxy-5-{[3-(pyrrolidine-1-carbonyl)cyclohexyl]carbamoyl}pyridin-3-yl)-N-methyl-1H-indazole-3-carboxamide